(S)-3-(3-chloro-4-fluorophenyl)-1-(1-(7,8-difluoro-1-oxo-1,2-dihydroisoquinolin-4-yl)ethyl)-1-methylurea ClC=1C=C(C=CC1F)NC(N(C)[C@@H](C)C1=CNC(C2=C(C(=CC=C12)F)F)=O)=O